3-fluoro-4-(2-hydroxyethyl)benzonitrile FC=1C=C(C#N)C=CC1CCO